3-ethoxy-4,6-difluorodibenzofuran-7-boronic acid C(C)OC=1C=CC2=C(OC3=C2C=CC(=C3F)B(O)O)C1F